7,8-difluoro-3-((triisopropylsilyl)oxy)naphthalen-1-ol FC1=CC=C2C=C(C=C(C2=C1F)O)O[Si](C(C)C)(C(C)C)C(C)C